2,2-dimethyl-7-(2-methyloctan-2-yl)-2H-chromen-5-ol CC1(OC=2C=C(C=C(C2C=C1)O)C(C)(CCCCCC)C)C